5-((2,3,4,5-tetrahydro-1H-benzo[c]azepin-8-yl)amino)-1,8-naphthyridin-2(1H)-one dihydrochloride Cl.Cl.C1NCCCC2=C1C=C(C=C2)NC2=C1C=CC(NC1=NC=C2)=O